(4aR,8aS)-6-[4-[3-Pyrazol-1-yl-4-(trifluoromethyl)phenoxy]piperidin-1-carbonyl]-4,4a,5,7,8,8a-hexahydropyrido[4,3-b][1,4]oxazin-3-on N1(N=CC=C1)C=1C=C(OC2CCN(CC2)C(=O)N2C[C@@H]3[C@@H](OCC(N3)=O)CC2)C=CC1C(F)(F)F